N-((S)-(3,3-difluorocyclobutyl)(5-(((S)-2-oxo-4-(trifluoromethyl)imidazolidin-1-yl)methyl)benzo[d]oxazol-2-yl)methyl)-4-ethylisoxazole-5-carboxamide FC1(CC(C1)[C@H](NC(=O)C1=C(C=NO1)CC)C=1OC2=C(N1)C=C(C=C2)CN2C(N[C@@H](C2)C(F)(F)F)=O)F